BrC=1C=C(C(=NC1)N1C(C=CC=C1)=O)F 5'-bromo-3'-fluoro-2H-[1,2'-bipyridin]-2-one